6-(benzo[b]thiophen-6-yl)-N-(1H-indol-3-yl)-3,4-dihydroisoquinoline-2(1H)-carboxamide S1C2=C(C=C1)C=CC(=C2)C=2C=C1CCN(CC1=CC2)C(=O)NC2=CNC1=CC=CC=C21